(S)-9-(6-Isopropoxy-pyridin-3-yl)-2-((R)-3-methylmorpholin-4-yl)-8-trifluoromethyl-6,7,8,9-tetrahydro-pyrimido[1,2-a]-pyrimidin-4-one C(C)(C)OC1=CC=C(C=N1)N1[C@@H](CCN2C1=NC(=CC2=O)N2[C@@H](COCC2)C)C(F)(F)F